bromohydroxycoumarin C1=CC=C2C(=C1)C(=C(C(=O)O2)O)Br